trans-((S)-3-(3,5-difluorophenyl)isoxazolidin-2-yl)(4-((5-fluoro-1H-indazol-1-yl)methyl)cyclohexyl)methanone FC=1C=C(C=C(C1)F)[C@H]1N(OCC1)C(=O)[C@@H]1CC[C@H](CC1)CN1N=CC2=CC(=CC=C12)F